NCC(CN1N=CN(C1=O)C1=NC=C(C=C1C)C1=CC=C(C=C1)N1CCNCC1)=C(F)F 2-[2-(aminomethyl)-3,3-difluoro-allyl]-4-[3-methyl-5-(4-piperazin-1-ylphenyl)-2-pyridinyl]-1,2,4-triazol-3-one